N1C=CC2=CC(=CC=C12)S(=O)(=O)N1N=C(C=C1)C(=O)NC1=CC(=C(C=C1)C(C)C)F 1-((1H-indol-5-yl)sulfonyl)-N-(3-fluoro-4-isopropylphenyl)-1H-pyrazole-3-carboxamide